C(C)(C)(C)P(C(C)(C)C)CC1=C(C=C(C(=C1)CP(C(C)(C)C)C(C)(C)C)CP(C(C)(C)C)C(C)(C)C)CP(C(C)(C)C)C(C)(C)C 1,2,4,5-tetrakis(di-tert-butylphosphinomethyl)benzene